6,10-Dimethylundecen CC(CCCC=C)CCCC(C)C